tert-butyl 3-(3-chloro-2-methylphenyl)-3-((2-methyl-3-oxoisoindolin-5-yl)amino)azetidine-1-carboxylate ClC=1C(=C(C=CC1)C1(CN(C1)C(=O)OC(C)(C)C)NC=1C=C2C(N(CC2=CC1)C)=O)C